N(=NC(C#N)(CCC)C)C(C#N)(CCC)C 2,2'-azobis(2-methyl-pentanenitrile)